FC=1C=C(C=CC1)C=1NC=2C=C3C(=CC2C(C1)=O)OCO3 6-(3-fluorophenyl)-5H-[1,3]dioxolo[4,5-g]quinolin-8-one